CC1(O[C@](CN(C1)C(C#CC)=O)(COC=1C=2N(C=C(N1)C=1C=NN(C1)C)N=CC2)C)C (R)-1-(2,2,6-trimethyl-6-(((6-(1-methyl-1H-pyrazol-4-yl)pyrazolo[1,5-a]pyrazin-4-yl)oxy)methyl)morpholino)but-2-yn-1-one